6-(6-ethoxypyridin-3-yl)-N-((3-hydroxybenzyl)oxy)pyrazine-2-carboxamide C(C)OC1=CC=C(C=N1)C1=CN=CC(=N1)C(=O)NOCC1=CC(=CC=C1)O